C(C)(C)(C)C=1C(=C(C=C(C1)CCC(=O)OCCCCCCCC)N1N=C2C(=N1)C=CC=C2)O 2-[3'-t-butyl-2'-hydroxy-5-(2-octyloxycarbonylethyl)phenyl]benzotriazole